NC1=NC=C(C=C1C=1C=C2CCNC(C2=CC1)=O)C1=CC=C(C=C1)C1CN(CCC1)CCF 6-(2-amino-5-(4-(1-(2-fluoroethyl)piperidin-3-yl)phenyl)pyridin-3-yl)-3,4-dihydroisoquinolin-1(2H)-one